2-methoxyethyl (1S,2R,5R)-3-((6-(2,4-difluorophenoxy)pyridin-3-yl)sulfonyl)-2-(hydroxycarbamoyl)-3,8-diazabicyclo[3.2.1]octane-8-carboxylate FC1=C(OC2=CC=C(C=N2)S(=O)(=O)N2[C@H]([C@@H]3CC[C@H](C2)N3C(=O)OCCOC)C(NO)=O)C=CC(=C1)F